(1-isobutyl-3,5,6,7-tetrahydro-s-indacenyl)(pentamethylcyclopentadienyl)hafnium C(C(C)C)C1=C(CC2=CC=3CCCC3C=C12)[Hf]C1(C(=C(C(=C1C)C)C)C)C